methyl N-butyrate C(CCC)(=O)OC